C(C)(C)(C)OC(=O)N1C[C@H](N(CC1)C(C1=CC=C(C=C1)Cl)C1=CC=C(C=C1)Cl)C (R)-4-(bis(4-chlorophenyl)methyl)-3-methylpiperazine-1-carboxylic acid tert-butyl ester